1-[[4-[5-(trifluoromethyl)-1,2,4-oxadiazol-3-yl]phenyl]methyl]pyridin-2-one FC(C1=NC(=NO1)C1=CC=C(C=C1)CN1C(C=CC=C1)=O)(F)F